2-(aminomethyl)-5-(4-methylthiazol-5-yl)phenol hydrochloride Cl.NCC1=C(C=C(C=C1)C1=C(N=CS1)C)O